C(C1=CC=CC=C1)OC1=C2CC(N(CC2=CC=C1OC)C=1OC2=C(N1)C(=CC=C2)C)C(=O)O 5-(benzyloxy)-6-methoxy-2-(4-methylbenzo[d]oxazol-2-yl)-1,2,3,4-tetrahydroisoquinoline-3-carboxylic acid